amino-3,5-dinitropyridine NC1=NC=C(C=C1[N+](=O)[O-])[N+](=O)[O-]